[N+](=O)([O-])C1=C(C=CC=C1)C(CBr)=O o-nitro-α-bromoacetophenone